(1S,3S,5S)-2-acetyl-N-[(S)-phenyl[4-(propan-2-yl)phenyl]methyl]-2-azabicyclo[3.1.0]hexane-3-carboxamide C(C)(=O)N1[C@H]2C[C@H]2C[C@H]1C(=O)N[C@H](C1=CC=C(C=C1)C(C)C)C1=CC=CC=C1